3-chloro-2-hydroxypropyl-diallylamine ClCC(CN(CC=C)CC=C)O